[1-(2-trimethylsilylethoxymethyl)pyrrolo[3,2-c]pyridin-2-yl]boronic acid C[Si](CCOCN1C(=CC=2C=NC=CC21)B(O)O)(C)C